C(=O)O.CC=1NC=CC=CC1O 2-methylazepin-3-ol formate salt